The molecule is an androstanoid that is testosterone substituted at C2 by a hydroxy group with undefined stereochemistry. It is an androstanoid, a 17beta-hydroxy steroid, a 3-oxo-Delta(4) steroid, a 2-hydroxy steroid and a secondary alpha-hydroxy ketone. It derives from a testosterone. C[C@]12CC[C@H]3[C@H]([C@@H]1CC[C@@H]2O)CCC4=CC(=O)C(C[C@]34C)O